C1=CC=CC=2C3=CC=CC=C3C(=CC12)C=1C=C(C=C(C1)C=1C=NC=CC1)C1=NC(=NC(=N1)C1=CC=CC=C1)C1=CC=CC=C1 2-(3-(phenanthr-9-yl)-5-(pyridin-3-yl)phenyl)-4,6-diphenyl-1,3,5-triazine